C(#N)C(NC(=O)[C@@H]1[C@H]2C([C@H]2CN1C([C@H](C(C)(C)C)NC(C(F)(F)F)=O)=O)(C)C)C=1C=NN2C1N=CC=C2 (1R,2S,5S)-N-[cyano(pyrazolo[1,5-a]pyrimidin-3-yl)methyl]-3-[(2S)-3,3-dimethyl-2-[(2,2,2-trifluoroacetyl)amino]butanoyl]-6,6-dimethyl-3-azabicyclo[3.1.0]hexane-2-carboxamide